2,4-diphenyl-6-(5'''-phenyl-[1,1':3',1'':3'',1''':3''',1''''-quinque-phenyl]-3-yl)-1,3,5-triazine C1(=CC=CC=C1)C1=NC(=NC(=N1)C1=CC=CC=C1)C=1C=C(C=CC1)C1=CC(=CC=C1)C1=CC(=CC=C1)C1=CC(=CC(=C1)C1=CC=CC=C1)C1=CC=CC=C1